The molecule is a branched amino pentasaccharide consisting of an alpha-D-Gal residue at the reducing end having an alpha-L-Fuc-(1->3)-beta-D-GalNAc-(1->4)-[alpha-L-Fuc-(1->3)]-beta-D-GlcNAc moiety attached at the 3-position. It has a role as an epitope. C[C@H]1[C@H]([C@H]([C@@H]([C@@H](O1)O[C@@H]2[C@H]([C@@H](O[C@@H]([C@@H]2O)CO)O[C@@H]3[C@H](O[C@H]([C@@H]([C@H]3O[C@H]4[C@H]([C@@H]([C@@H]([C@@H](O4)C)O)O)O)NC(=O)C)O[C@H]5[C@H]([C@H](O[C@@H]([C@@H]5O)O)CO)O)CO)NC(=O)C)O)O)O